FB1NC(=C(C(=C1F)F)F)F 2,3,4,5,6-pentafluoro-1,2-dihydro-1,2-azaborinine